CNC(OC(C)(C)C)=O t-butyl N-methyl-carbamate